C1(CCCCC1)N1[C@H](CCC1)/C=C/S(=O)(=O)[N-]C(NC1=C2CCCC2=CC=2CCCC12)=O (R,E)-((2-(1-cyclohexylpyrrolidin-2-yl)vinyl)sulfonyl)((1,2,3,5,6,7-hexahydro-s-indacen-4-yl)carbamoyl)amide